butaldehyde C(CCC)=O